C(C(C)C)C1(OCC(O1)CCCCCCO)C 2-isobutyl-2-methyl-1,3-dioxolane-4-hexanol